CNCCN1CCCC1 N-methyl-2-pyrrolidin-1-yl-ethanamine